ClC1=C2C(=C(NC2=CC=C1F)C(=O)N1CCN(CC1)CCN(C)C)F (4-chloro-3,5-difluoro-1H-indol-2-yl)(4-(2-(dimethylamino)ethyl)piperazin-1-yl)methanone